CCCCCCCCC(CCCCCCCC)N1C2=CC=CC=C2C=2C=CC=CC12 9-Heptadecan-9-ylcarbazole